2,3-dihydro-1,4-benzoxazin-4-amine O1CCN(C2=C1C=CC=C2)N